C1=CC=C(C(=C1)CCO)O 2-hydroxyphenylethanol